N-(2-(7-fluoro-2-((4-(pyrrolidin-3-ylamino)phenyl)amino)quinazolin-8-yl)pyridin-4-yl)acrylamide FC1=CC=C2C=NC(=NC2=C1C1=NC=CC(=C1)NC(C=C)=O)NC1=CC=C(C=C1)NC1CNCC1